3-(butyramido(8-hydroxy-5-methyl-quinolin-7-yl)meth-yl)-N-(2-((2-(2,6-dioxopiperidin-3-yl)-1-oxoisoindolin-5-yl)amino)ethyl)-benzamide C(CCC)(=O)NC(C=1C=C(C(=O)NCCNC=2C=C3CN(C(C3=CC2)=O)C2C(NC(CC2)=O)=O)C=CC1)C1=CC(=C2C=CC=NC2=C1O)C